5'-chloro-4'-((5-chloro-6-(2H-1,2,3-triazol-2-yl)pyridin-3-yl)carbamoyl)-2',4-difluoro-[1,1'-biphenyl]-2-yl ethyl carbonate C(OC1=C(C=CC(=C1)F)C1=C(C=C(C(=C1)Cl)C(NC=1C=NC(=C(C1)Cl)N1N=CC=N1)=O)F)(OCC)=O